ClC1=CC(=CC(=N1)C1=CC(=NC=C1)C(=O)NC)C1NCCOC1 6-chloro-N-methyl-4-(morpholin-3-yl)-[2,4'-bipyridine]-2'-carboxamide